FC=1C=C2C(=NC=NC2=C(C1)OC)N1CCC(CC1)C[SH2](=O)C=N {[1-(6-fluoro-8-methoxyquinazolin-4-yl)piperidin-4-yl]methyl}(imino)methyl-λ6-sulfanone